2-amino-5-sulfanyl-pentanoic acid NC(C(=O)O)CCCS